IC1=CN(C2=CN=CC(=C12)C=1C=C2CCN(CC2=CC1)C(=O)OC(C)(C)C)S(=O)(=O)C1=CC=C(C)C=C1 tert-butyl 6-(3-iodo-1-tosyl-1H-1,6-diazainden-4-yl)-1,2,3,4-tetrahydro-2-isoquinolinecarboxylate